FC=1C=C(CNC=2CC=3C(=NC2)N=CN3)C=C(C1F)F N-(3,4,5-trifluorobenzyl)imidazo[4,5-b]pyridin-6-amine